CC=1C=C(C=CC1OC1=CC2=C(N(C=N2)C)C=C1)NC=1C2=C(N=CN1)C=CC(=N2)C(=C)C N-(3-methyl-4-((1-methyl-1H-benzo[d]imidazol-5-yl)oxy)phenyl)-6-(prop-1-en-2-yl)pyrido[3,2-d]pyrimidin-4-amine